O=C(C/C=C/C=1C=C(NC1)C(=O)OCC)C ethyl (E)-4-(4-oxopent-1-en-1-yl)-1H-pyrrole-2-carboxylate